C(C)(C)(C)OC(=O)N1CCC(=C(C1=O)C(NC1=C(C(=CC=C1)Cl)OC)=S)O.FC1=CC=C(C=C1)C1=CC=C(C=C1)F difluorobiphenyl tert-butyl-5-[(3-chloro-2-methoxyphenyl)carbamothioyl]-4-hydroxy-6-oxo-3,6-dihydropyridine-1(2H)-carboxylate